NC1=NC=2C=CC=CC2C2=C1N=C(N2CCCCNS(=O)(=O)C)CCC N-[4-(4-amino-2-propyl-1H-imidazo[4,5-c]quinolin-1-yl)butyl]methanesulfonamide